C(C)(C)(C)C1=CC=C(C=C1)C(C(=O)NCC=1C=C2CN(C(C2=CC1)=O)C1C(NC(CC1)=O)=O)=O 2-(4-(tert-butyl)phenyl)-N-((2-(2,6-dioxopiperidin-3-yl)-1-oxoisoindolin-5-yl)methyl)-2-oxoacetamide